4-Cyclopentylsulfonylbenzoic acid [(2R)-3-(3-ethyl-4-oxo-spiro[6,8-dihydro-5H-pyrazolo[4,3-c]azepin-7,4'-tetrahydropyran]-1-yl)-2-methyl-propyl] ester C(C)C1=NN(C2=C1C(NCC1(CCOCC1)C2)=O)C[C@H](COC(C2=CC=C(C=C2)S(=O)(=O)C2CCCC2)=O)C